N1(CCCCC1)N1C(C2=CC=CC=C2C1=O)=O piperidin-1-yl-isoindoline-1,3-dione